C(C)(C)(C)OC(=O)N1C[C@H]([C@@H](CC1)OC1=CC(=CC=C1)C(F)(F)F)OCC (3R,4R)-3-ethoxy-4-(3-(trifluoromethyl)phenoxy)piperidine-1-carboxylic acid tert-butyl ester